1,1'-(1,2-phenylene)bis(ethan-1-one) C1(=C(C=CC=C1)C(C)=O)C(C)=O